3-[(cyclopropylamino)methyl]-1-[(4-fluorophenyl)methyl]-6-methyl-1H-indole-2-carboxylic acid C1(CC1)NCC1=C(N(C2=CC(=CC=C12)C)CC1=CC=C(C=C1)F)C(=O)O